FC=1C=C(C=NC1O[C@@H]1C[C@]2(N(C=3C(=NN=C(C3)C3=C(C(=CC=C3)F)OC)NC2)C1)CF)CO (5-fluoro-6-(((6aR,8R)-2-(3-fluoro-2-methoxyphenyl)-6a-(fluoromethyl)-5,6,6a,7,8,9-hexahydropyrrolo[1',2':4,5]pyrazino[2,3-c]pyridazin-8-yl)oxy)pyridin-3-yl)methanol